FC1(CC1)C(=O)N[C@H](C(=O)N1[C@@H](C[C@H](C1)O)C(=O)NCC1=C(OCC(=O)OC)C=C(C=C1)C1=C(N=CS1)C)C(C)(C)C methyl 2-(2-(((2S,4R)-1-((S)-2-(1-fluorocyclopropane-1-carboxamido)-3,3-dimethylbutanoyl)-4-hydroxypyrrolidine-2-carboxamido)methyl)-5-(4-methylthiazol-5-yl) phenoxy)acetate